BrC1=CC(=C(C(=O)NC2=NC=CC(=N2)N2CCC(CC2)(F)F)C=C1F)N1CCC2(CC2)CC1 4-bromo-N-(4-(4,4-difluoropiperidin-1-yl)pyrimidin-2-yl)-5-fluoro-2-(6-azaspiro[2.5]octan-6-yl)benzamide